tert-butyl 2,2-dimethyl-4-(3-oxobutanoyl)piperazine-1-carboxylate CC1(N(CCN(C1)C(CC(C)=O)=O)C(=O)OC(C)(C)C)C